F[C@@H]1CN(CC[C@H]1NC1=C2C=C(N(C2=CC=C1)CC(F)(F)F)C#CCNC1=C(C=C(C=C1)S(=O)(=O)N)OC)C |r| rac-4-{[3-(4-{[(3R,4R)-3-fluoro-1-methylpiperidin-4-yl]amino}-1-(2,2,2-trifluoroethyl)-1H-indol-2-yl)prop-2-yn-1-yl]amino}-3-methoxybenzene-1-sulfonamide